O[C@@H]1[C@@H](CCC=2C=CC(=CC12)C#N)[C@@H]1N2C(C3=CC=CC=C13)=CN=C2 (7S,8R)-8-hydroxy-7-((S)-5H-imidazo[5,1-a]isoindol-5-yl)-5,6,7,8-tetrahydronaphthalene-2-carbonitrile